(3aS,7aS)-3a-(3,4-dimethoxyphenyl)-1-methyl-2,3,3a,4,5,7a-hexahydro-1H-indol-6-yl-4-fluorobenzoate COC=1C=C(C=CC1OC)[C@@]12CCN([C@H]2C=C(CC1)OC(C1=CC=C(C=C1)F)=O)C